tetramethyl-2,3-diaza-bicyclo[2.2.1]hept-5-ene-2,3-dicarboxylate CC1(C2(N(N(C1(C=C2)C)C(=O)[O-])C(=O)[O-])C)C